(S)-6-(cyclopropylmethyl)-N-((S)-1-(5-(2-cyclopropylquinolin-6-yl)-1H-imidazol-2-yl)-7-oxononyl)-6-azaspiro[2.5]octane-1-carboxamide C1(CC1)CN1CCC2(C[C@@H]2C(=O)N[C@@H](CCCCCC(CC)=O)C=2NC(=CN2)C=2C=C3C=CC(=NC3=CC2)C2CC2)CC1